N-(6-{[6,7-bis(methyloxy)quinolin-4-yl]oxy}-5-chloropyridin-3-yl)-N'-(4-fluorophenyl)cyclobutane-1,1-dicarboxamide COC=1C=C2C(=CC=NC2=CC1OC)OC1=C(C=C(C=N1)NC(=O)C1(CCC1)C(=O)NC1=CC=C(C=C1)F)Cl